FC(COC1=C(C=CC=C1)C1=NC=CC2=C1CN(C2=O)C2=CC=C(C=C2)C2(CC2)C#N)F 1-(4-{4-[2-(2,2-difluoroethoxy)phenyl]-1-oxo-1,3-dihydro-2H-pyrrolo[3,4-c]pyridin-2-yl}phenyl)cyclopropane-1-carbonitrile